4-amino-3,5-dimethylbenzenesulfonic acid-2-ethyl-acrylamide (9H-fluoren-9-yl)methyl-((4-chloro-3'-(hydroxymethyl)-[1,1'-biphenyl]-2-yl)methyl)carbamate C1=CC=CC=2C3=CC=CC=C3C(C12)CN(C(O)=O)CC1=C(C=CC(=C1)Cl)C1=CC(=CC=C1)CO.C(C)C(C(=O)N)=C.NC1=C(C=C(C=C1C)S(=O)(=O)O)C